N1(CCCNCC1)C1CCCCCC1 1,5-diazabicycloheptane